1-(4-((4-(6-((6-acetyl-8-cyclopentyl-5-methyl-7-oxo-7,8-dihydropyrido[2,3-d]pyrimidin-2-yl)amino)pyridin-3-yl)piperazin-1-yl)methyl)-3-fluorophenyl)dihydropyrimidine-2,4(1H,3H)-dione C(C)(=O)C1=C(C2=C(N=C(N=C2)NC2=CC=C(C=N2)N2CCN(CC2)CC2=C(C=C(C=C2)N2C(NC(CC2)=O)=O)F)N(C1=O)C1CCCC1)C